C(C1=CC=CC=C1)OC1=CC=C2C(=C(C(=NC2=C1)N1CC(C1)C(=O)OC)C(C)C)C1=CC=C(C=C1)F methyl 1-[7-benzyloxy-4-(4-fluorophenyl)-3-isopropyl-2-quinolyl]azetidine-3-carboxylate